C1(=CC=CC2=CC=CC=C12)NC(=O)N naphthyl-urea